3-(2-fluoropropan-2-yl)azetidine FC(C)(C)C1CNC1